BrC=1C=C(OC=2C(=C3C=CNC3=CC2)C)C=CC1 5-(3-bromophenoxy)-4-methyl-1H-indole